ClC12CC(C1)(C2)NC(C2=C(C=CC(=C2)C(F)(F)F)S(=O)(=O)C)=O N-(3-chlorobicyclo[1.1.1]pentan-1-yl)-2-(methylsulfonyl)-5-(trifluoromethyl)benzamide